C1=CC=C(C=C1)OP(=O)(N=[N+]=[N-])OC2=CC=CC=C2 Diphenyl azidophosphate